(3-((1R,4R)-4-((Dimethylamino)methyl)-cyclohexyl)-1,2,3-oxadiazol-3-ium-5-yl)((3-(2-fluoro-2-(2-fluorophenyl)acetamido)-5-(trifluoromethyl)phenyl)carbamoyl)amide CN(C)CC1CCC(CC1)[N+]1=NOC(=C1)[N-]C(NC1=CC(=CC(=C1)C(F)(F)F)NC(C(C1=C(C=CC=C1)F)F)=O)=O